(4-(4-chlorobenzoyl)-3-fluoro-5-(methoxycarbonyl)phenyl)boronic acid ClC1=CC=C(C(=O)C2=C(C=C(C=C2C(=O)OC)B(O)O)F)C=C1